methyl 2-(3-(2',5'-difluoro-[1,1'-biphenyl]-4-yl)-2-oxotetrahydropyrimidin-1(2H)-yl)-5-sulfamoylthiazole-4-carboxylate FC1=C(C=C(C=C1)F)C1=CC=C(C=C1)N1C(N(CCC1)C=1SC(=C(N1)C(=O)OC)S(N)(=O)=O)=O